(S)-2-allyl-6-((4-((2-hydroxy-1-phenylethyl)amino)-5-(3-(quinuclidin-4-yl)-1,2,4-oxadiazol-5-yl)pyridine-2-yl)amino)-1-methyl-1,2-dihydro-3H-pyrazolo[3,4-b]pyridin-3-one C(C=C)N1N(C2=NC(=CC=C2C1=O)NC1=NC=C(C(=C1)N[C@H](CO)C1=CC=CC=C1)C1=NC(=NO1)C12CCN(CC1)CC2)C